ClC1=C(C(=O)NCC2=NC=C(C=C2Cl)C(F)(F)F)C(=CC=C1)Cl 2,6-dichloro-N-[(3-chloro-5-trifluoromethyl-2-pyridyl)methyl]benzamide